(S or R)-4-(6-chloro-2-(3-(dimethylamino)azetidin-1-yl)-8-fluoro-4-((2-hydroxyethyl)amino)-quinazolin-7-yl)naphthalen-2-ol ClC=1C=C2C(=NC(=NC2=C(C1C1=CC(=CC2=CC=CC=C12)O)F)N1CC(C1)N(C)C)NCCO